C1(=CC=C(C=C1)C1=C2C=CC(C2=CC=C1)C(C)C)C1=C2C=CC(C2=CC=C1)C(C)C 4,4'-[1,4-phenylenebis(1-methyl-ethyl-indene)]